methyl 5-((7-ethyl-1,3-dimethyl-2-oxo-1,2-dihydroquinolin-5-yl)sulfonyl)-5'-methyl-[2,3'-bipyridine]-6'-carboxylate C(C)C1=CC(=C2C=C(C(N(C2=C1)C)=O)C)S(=O)(=O)C=1C=CC(=NC1)C=1C=NC(=C(C1)C)C(=O)OC